N1=CC=CC2=CC(=CC=C12)C(C)=O 1-(quinolin-6-yl)ethane-1-one